7-((4-amino-5-methoxypyrimidin-2-yl)amino)-1-methyl-2-(trifluoromethyl)quinolin-4(1H)-one NC1=NC(=NC=C1OC)NC1=CC=C2C(C=C(N(C2=C1)C)C(F)(F)F)=O